ClC=1C(=C(C=CC1)NC1=NC=NC2=CC(=C(C=C12)[N+](=O)[O-])C#CC1(CN(CCC1)C(=O)OC(C)(C)C)C)F tert-butyl 3-((4-((3-chloro-2-fluorophenyl)amino)-6-nitroquinazolin-7-yl)ethynyl)-3-methylpiperidine-1-carboxylate